Cl.Cl.Cl.ClC=1C=NN2C1C(=CC(=C2)C=2C=NN(C2C)C2CCN(CC2)CC2(CNC2)OC)OC 3-chloro-4-methoxy-6-(1-(1-((3-methoxyazetidin-3-yl)methyl)piperidin-4-yl)-5-methyl-1H-pyrazol-4-yl)pyrazolo[1,5-a]pyridine trihydrochloride